ClC=1C=C(C=C(C1)Cl)N1N=C(C2=C1C=1C=C(C(=CC1CO2)OC)C=2C=C(C=NC2)C(=O)N)C(=O)N2C(COCC2)(C)C 5-[1-(3,5-dichlorophenyl)-3-(3,3-dimethylmorpholine-4-carbonyl)-7-methoxy-5H-isochromeno[4,3-c]pyrazol-8-yl]pyridine-3-carboxamide